N[C@H](C(=O)O)CC1=CC=2C(=NC=C(C2)C)N1C (S)-2-amino-3-(1,5-dimethyl-1H-pyrrolo[2,3-b]pyridin-2-yl)propanoic acid